ClC1=C2C(=NC=C1OC=1C=NN3C1C=NC=C3)N=C(N2C)NC2=CC(=CC(=C2)C(F)(F)F)CN2CCC(CC2)OC 7-chloro-N-(3-((4-methoxypiperidin-1-yl)methyl)-5-(trifluoromethyl)phenyl)-1-methyl-6-(pyrazolo[1,5-a]pyrazin-3-yloxy)-1H-imidazo[4,5-b]pyridin-2-amine